FC=1C=C(C=CC1OC1=CC=NC2=CC(=CC=C12)OCCCN1CCC(CC1)C)CC(=O)C1=C2C(=CN(C1=O)C1=CC=C(C=C1)F)CCO2 7-{2-[3-fluoro-4-({7-[3-(4-methylpiperidin-1-yl)propoxy]quinolin-4-yl}oxy)phenyl]acetyl}-5-(4-fluorophenyl)-3,5-dihydrofuro[3,2-c]pyridin-6(2H)-one